N-[4-[[7-[1-(Difluoromethyl)pyrazol-4-yl]-6-methyl-1,5-naphthyridin-4-yl]oxy]phenyl]-5-(4-fluorophenyl)-4-hydroxy-6-methylpyridine-3-carboxamide hydrochloride Cl.FC(N1N=CC(=C1)C1=C(N=C2C(=CC=NC2=C1)OC1=CC=C(C=C1)NC(=O)C=1C=NC(=C(C1O)C1=CC=C(C=C1)F)C)C)F